S1C=NC(=C1)CN1C=CC2=CC(=CC=C12)C(=O)O 1-(thiazol-4-ylmethyl)-1H-indole-5-carboxylic Acid